NC(C(=O)N(C=1C=C(C=CC1)C)C)=CSC(C1=CC=CC=C1)(C1=CC=CC=C1)C1=CC=CC=C1 (R)-2-amino-N-methyl-N-m-tolyl-3-(tritylthio)propenamide